C(CCCC)OCOCCCC(CC(C)Br)C 6-bromo-4-methylheptyl pentyloxymethyl ether